C(C1=CC=CC=C1)OC(=O)N[C@@H](CCCCNC(=O)OC(C)(C)C)C(=O)N[C@@H](C(C)C)C(=O)O N2-((benzyloxy)carbonyl)-N6-(tert-butoxycarbonyl)-L-lysyl-L-valine